((S)-1-(((S)-4-(cyclopropylamino)-3,4-dioxo-1-((S)-2-oxopyrrolidin-3-yl)butan-2-yl)amino)-1-oxohexan-2-yl)carbamic acid (S)-2-(3-chlorophenyl)-2-methyl-1-phenylpropyl ester ClC=1C=C(C=CC1)C([C@H](C1=CC=CC=C1)OC(N[C@H](C(=O)N[C@@H](C[C@H]1C(NCC1)=O)C(C(=O)NC1CC1)=O)CCCC)=O)(C)C